C12CC(CCC2O1)C(=O)OCC1CC2OC2CC1 7-oxabicyclo[4.1.0]hept-3-ylmethyl 7-oxabicyclo[4.1.0]heptane-3-carboxylate